C(C=C)(=O)NC=1C=CC(=C(C1)B(O)O)CO 5-ACRYLAMIDO-2-(HYDROXYMETHYL)PHENYLBORONIC ACID